C(CCCCCCCCCCC)OC1=C(C(=CC(=C1)[N+]#[C-])OCCCCCCCCCCCC)OCCCCCCCCCCCC 1,2,3-tris(dodecyloxy)-5-isocyanobenzene